C12(CC3CC(CC(C1)C3)C2)CN2N=CC(=C2C)C=2C(=NC(=CC2)N2C=CC3=C2N=NC(=C3C)Cl)C(=O)OCC ethyl 3-{1-[(adamantan-1-yl)methyl]-5-methyl-1H-pyrazol-4-yl}-6-{3-chloro-4-methyl-7H-pyrrolo[2,3-c]pyridazin-7-yl}pyridine-2-carboxylate